4-Chloro-5-(2,2,2-trifluoroethyl)-8-vinyl-5H-pyrrolo[3,2-b:5,4-c']dipyridine-3-carbonitrile ClC1=C2C(=NC=C1C#N)C1=C(C=NC(=C1)C=C)N2CC(F)(F)F